tert-butyl 4,5,7,8-tetrahydropyrazolo[3,4-d]azepine-6(1H)-carboxylate N1N=CC2=C1CCN(CC2)C(=O)OC(C)(C)C